2-ethoxy-ethylamine C(C)OCCN